ClC1=CC(=C(C=C1)C=1C(=NC(=CN1)CC1=C(C(=NC=C1)NS(NC)(=O)=O)F)N)F (4-chloro-2-fluoro-phenyl)-6-[[3-fluoro-2-(methylsulfamoylamino)-4-pyridinyl]methyl]pyrazin-2-amine